C(=O)(OC(C)(C)C)N1[C@H](CCC1)C=O BOC-D-prolinaldehyde